BrC=1C=C(C=CC1)C1(C=C1)C(=O)O 1-(3-bromophenyl)cycloprop-2-ene-1-carboxylic acid